3-(benzyloxymethyl)-1-[(2R,6S)-6-[[bis(4-methoxyphenyl)-phenyl-methoxy]methyl]-3,5-dihydroxy-6-(triisopropylsiloxymethyl)-1,4-dioxan-2-yl]pyrimidine-2,4-dione C(C1=CC=CC=C1)OCN1C(N(C=CC1=O)[C@@H]1O[C@](C(OC1O)O)(CO[Si](C(C)C)(C(C)C)C(C)C)COC(C1=CC=CC=C1)(C1=CC=C(C=C1)OC)C1=CC=C(C=C1)OC)=O